NC1=NC=CC2=C(C=CC=C12)C=1C=C2C(=NN(C2=CC1)CC1COCC1)COC1=C(C(=CC=C1)C)CC(=O)O 2-(2-((5-(1-aminoisoquinolin-5-yl)-1-((tetrahydrofuran-3-yl)methyl)-1H-indazol-3-yl)methoxy)-6-methylphenyl)acetic acid